Cl.N(C(=N)N)CCNC(OC1CCC2(C3CCC4(C(CCC4C3CC=C2C1)[C@H](C)CCCC(C)C)C)C)=O 10,13-dimethyl-17-((R)-6-methylheptan-2-yl)-2,3,4,7,8,9,10,11,12,13,14,15,16,17-tetradecahydro-1H-cyclopenta[a]phenanthren-3-yl (2-guanidinoethyl)carbamate, hydrochloride salt